3-((1-(4-(2-(2-Aminopyridin-3-yl)-5-phenyl-3H-imidazo[4,5-b]pyridin-3-yl)benzyl)piperidin-4-yl)(2-hydroxyethyl)amino)-4-methoxycyclobut-3-ene-1,2-dione NC1=NC=CC=C1C1=NC=2C(=NC(=CC2)C2=CC=CC=C2)N1C1=CC=C(CN2CCC(CC2)N(C=2C(C(C2OC)=O)=O)CCO)C=C1